chloro-5-hydroxy-2-(5-(2-hydroxyethyl)-1H-1,2,4-triazol-3-yl)-3-(1H-imidazol-1-yl)-1-methyl-1H-indole-7-carbonitrile ClC1=C2C(=C(N(C2=C(C=C1O)C#N)C)C1=NNC(=N1)CCO)N1C=NC=C1